(S,E)-(2',3'-dimethyl-2-(oxetan-3-yloxy)-[1,1'-biphenyl]-4-yl)(2-(hydroxymethyl)-4-(methoxyimino)pyrrolidin-1-yl)methanone CC1=C(C=CC=C1C)C1=C(C=C(C=C1)C(=O)N1[C@@H](C\C(\C1)=N/OC)CO)OC1COC1